tert-Butyl 2-(2-(((5-(3-(dimethylamino)propoxy)-6-methoxybenzo[d]thiazol-2-yl)methyl)carbamoyl)-5,6-difluoro-2,3-dihydro-1H-inden-2-yl)acetate CN(CCCOC=1C(=CC2=C(N=C(S2)CNC(=O)C2(CC3=CC(=C(C=C3C2)F)F)CC(=O)OC(C)(C)C)C1)OC)C